2-butyrylglycine C(CCC)(=O)C(N)C(=O)O